(Z,2E)-5-[1-(4-chloro-2-fluoro-phenyl)pyrazol-3-yl]oxy-2-methoxyimino-N,3-dimethyl-pent-3-enamide ClC1=CC(=C(C=C1)N1N=C(C=C1)OC\C=C(/C(/C(=O)NC)=N\OC)\C)F